1-phosphoserine P(=O)(O)(O)OC([C@@H](N)CO)=O